N-(4-cyanobenzyl)-8-((1-(N-(2-hydroxyethyl)sulfamoyl)cyclopropyl)methoxy)-1-methyl-2-oxo-1,2-dihydro-1,7-naphthyridine-3-carboxamide C(#N)C1=CC=C(CNC(=O)C=2C(N(C3=C(N=CC=C3C2)OCC2(CC2)S(NCCO)(=O)=O)C)=O)C=C1